BIS(4-methylphenyl)iodonium hexafluorophosphate F[P-](F)(F)(F)(F)F.CC1=CC=C(C=C1)[I+]C1=CC=C(C=C1)C